Methyl-tris(Trimethylsiloxy)-Silan C[Si](O[Si](C)(C)C)(O[Si](C)(C)C)O[Si](C)(C)C